C(C)(=O)N1C[C@H](N(CC1)C(CN1C2=C(OC(C1=O)(F)F)C=C(C(=C2)C2=C(C(=C(C(=C2F)F)F)F)F)F)=O)C(=O)OC methyl (S)-4-acetyl-1-(2-(2,2,7-trifluoro-3-oxo-6-(perfluorophenyl)-2,3-dihydro-4H-benzo[b][1,4]oxazin-4-yl)acetyl)piperazine-2-carboxylate